CC(C)(OC(NCCOCCOCCOCCOCCC(NCCOCCOCCOCCOCCC(NCCOCCOCCOCCOCCC(=O)OCC1=CC=CC=C1)=O)=O)=O)C benzyl 2,2-dimethyl-4,20,36-trioxo-3,8,11,14,17,24,27,30,33,40,43,46,49-tridecaoxa-5,21,37-triazadopentacontan-52-oate